N1CC(C1)CN1C[C@@H](CCC1)NC1=CC(=C(N=N1)C1=C(C=C(C=C1)C(F)(F)F)O)C (R)-2-(6-((1-(Azetidin-3-ylmethyl)piperidin-3-yl)amino)-4-methylpyridazin-3-yl)-5-(trifluoromethyl)phenol